4-[3-(6-aminohexanamido)-1-propynyl]-2-nitropyrrole NCCCCCC(=O)NCC#CC=1C=C(NC1)[N+](=O)[O-]